di-n-propoxy bis(ethylacetoacetate) zirconium [Zr].C(C)CC(CC(=O)OOCCC)=O.C(C)CC(CC(=O)OOCCC)=O